FN1C(N=CC2=C1N=C(C=C2)C2=C(C=CC=C2O)F)=O Fluoro-7-(2-Fluoro-6-hydroxyphenyl)pyrido[2,3-d]pyrimidin-2(1H)-one